NC=1C2=C(N=CN1)N(C(=C2C(=O)NC2=CC=C(C=C2)COC)OCC)C2(CC2)C 4-amino-6-ethoxy-N-(4-(methoxymethyl)phenyl)-7-(1-methylcyclopropyl)-7H-pyrrolo[2,3-d]pyrimidine-5-carboxamide